2-(1-(benzyloxy)-6-chloro-2,7-naphthyridin-4-yl)prop-2-en-1-ol C(C1=CC=CC=C1)OC1=NC=C(C2=CC(=NC=C12)Cl)C(CO)=C